tert-butyl (3S)-3-(6-hydroxy-4-oxo-quinazolin-3-yl)-8-azaspiro[4.5]decane-8-carboxylate OC=1C=C2C(N(C=NC2=CC1)[C@H]1CCC2(C1)CCN(CC2)C(=O)OC(C)(C)C)=O